Cl.C(CC)N(CCCN=C=NCC)CCC 1-(3-dipropylaminopropyl)-3-ethylcarbodiimide hydrochloride